[K].N1C(=O)NC(=O)C1 hydantoin potassium salt